C(C1CO1)OCCC[Si](OC)(OC)OC ((2,3-epoxypropoxy)propyl)trimethoxysilane